N(C1=CC=CC=C1)C1=C(NC2=C1C(NC[C@H]2CC)=O)C2=CC(=NC=C2)NC(CC2=CC=C(C=C2)F)=O N-{4-[(7R)-3-Anilino-7-ethyl-4-oxo-4,5,6,7-tetrahydro-1H-pyrrolo[3,2-c]pyridin-2-yl]pyridin-2-yl}-2-(4-fluorophenyl)acetamid